ClC1=C(C=CC(=C1)Cl)N1N=C(C=C1C1=CC=C(C=C1)C(F)(F)F)OCC(=O)O ({1-(2,4-Dichlorophenyl)-5-[4-(trifluoromethyl)phenyl]-1H-pyrazol-3-yl}oxy)acetic acid